D-(+)-ribono-1,4-lactone C([C@@H]1[C@H]([C@H](C(=O)O1)O)O)O